FC1CN(CCC1C1=CC=C(C=C1)N1C(N(C(CC1)=O)CC1=CC=C(C=C1)OC)=O)C(=O)OC(C)(C)C tert-butyl 3-fluoro-4-(4-(3-(4-methoxybenzyl)-2,4-dioxotetrahydropyrimidin-1(2H)-yl)phenyl)piperidine-1-carboxylate